C(#N)[C@@H](C[C@H]1C(NCC1)=O)NC(=O)[C@H]1N(C[C@H]2[C@@H]1CC(C2)(F)F)C(=O)C=2NC1=CC=CC(=C1C2)OC (1S,3aR,6aS)-N-((R)-1-cyano-2-((S)-2-oxopyrrolidin-3-yl)ethyl)-2-(4-methoxy-1H-indole-2-carbonyl)-5,5-difluorooctahydrocyclopenta[c]pyrrole-1-carboxamide